1-hydroxynon-4,6,8-triene OCCCC=CC=CC=C